C(C)(C)(C)OC(=O)N[C@@H](CC=1N=C2N(C=CC(=C2)C(=O)OC)C1)C(=O)NCCCCCC methyl (S)-2-(2-((tert-butoxycarbonyl)amino)-3-(hexylamino)-3-oxopropyl)imidazo[1,2-a]pyridine-7-carboxylate